P1(OC2=C(C=C(C=C2C(C)(C)C)C(C)(C)C)C(C)C2=C(C(=CC(=C2)C(C)(C)C)C(C)(C)C)O1)F ethylidenebis(4,6-di-t-butylphenyl) fluorophosphite